COC(C=1C(C(=O)OC)=CC(=CC1)O[C@@H]1CN(CC1)C(=O)OC(C)(C)C)=O (S)-4-((1-(tert-butoxycarbonyl)pyrrolidin-3-yl)oxy)phthalic acid dimethyl ester